C(C)(C)N1N=CC=C1 isopropyl-1H-pyrazol